3-cyclopropyl-N-(2-fluoro-2-methylpropyl)-7-(2-fluoropyridin-3-yl)-8,9-dihydro-7H-cyclopenta[h]isoquinoline-5-sulfonamide C1(CC1)C=1N=CC=2C3=C(C=C(C2C1)S(=O)(=O)NCC(C)(C)F)C(CC3)C=3C(=NC=CC3)F